CON1C(C(C2=CC=CC=C12)(C1=CC=CC=C1)C)=O methoxy-3-methyl-3-phenylindolin-2-one